NC([C@H](CCC(=O)OC(C)(C)C)N1C(C2=CC=C(C=C2C1)C1=NC(=CC(=C1)C)NC)=O)=O tert-butyl (S)-5-amino-4-(5-(4-methyl-6-(methylamino) pyridin-2-yl)-1-oxoisoindolin-2-yl)-5-oxopentanoate